tert-butyl N-[(1R)-2-[3-bromo-5-[methoxy(methyl)carbamoyl]pyrazol-1-yl]-1-methyl-ethyl]carbamate BrC1=NN(C(=C1)C(N(C)OC)=O)C[C@@H](C)NC(OC(C)(C)C)=O